4-(4-oxo-8-phenyl-4H-1-benzopyran-2-yl)morpholine methyl-2-(6-bromo-4-(1-ethoxyvinyl)-1-oxophthalazin-2(1H)-yl)acetate COC(CN1C(C2=CC=C(C=C2C(=N1)C(=C)OCC)Br)=O)=O.O=C1C=C(OC2=C1C=CC=C2C2=CC=CC=C2)N2CCOCC2